N-(4-chloro-6-(3,3-difluoropyrrolidin-1-yl)pyrimidin-5-yl)-1-cyclobutyl-1H-pyrazole-4-carboxamide ClC1=NC=NC(=C1NC(=O)C=1C=NN(C1)C1CCC1)N1CC(CC1)(F)F